9,10-bis(4-pyridyl)anthracene N1=CC=C(C=C1)C=1C2=CC=CC=C2C(=C2C=CC=CC12)C1=CC=NC=C1